(3R,4S)-3-fluoro-1-methylpiperidin F[C@H]1CN(CCC1)C